2-tert-butyl-1,4-dibromobenzene C(C)(C)(C)C1=C(C=CC(=C1)Br)Br